ClC1=C(C=CC=C1C1=C(C(=NC=C1)C1=CC(=C(C=C1)CNC[C@H]1NC(CC1)=O)OC)Cl)NC(C1=NC=C(C=C1)CNCCCF)=O (S)-N-(2-chloro-3-(3-chloro-2-(3-methoxy-4-((((5-oxopyrrolidin-2-yl)methyl)amino)methyl)phenyl)pyridin-4-yl)phenyl)-5-(((3-fluoropropyl)amino)methyl)picolinamide